COC1=C(C=C(C=C1)OC)NC(=S)N1C[C@](CC1)(C1=NC=CC=C1)C1=CC(=C(C=C1)C)F (R)-N-(2,5-dimethoxyphenyl)-3-(3-fluoro-4-methylphenyl)-3-(pyridin-2-yl)pyrrolidine-1-carbothioamide